(4R)-4-methyl-2-(1-methylpyrazolo[3,4-b]pyridin-4-yl)-6-piperazin-1-yl-3,4-dihydro-1H-isoquinoline C[C@H]1CN(CC2=CC=C(C=C12)N1CCNCC1)C1=C2C(=NC=C1)N(N=C2)C